ClC1=C2C=C(NC2=CC=C1)C(=O)N[C@H](C(=O)N[C@H](C(=O)OC)C[C@H]1C(NCCC1)=O)CC1CC1 methyl (2S)-2-[[(2S)-2-[(4-chloro-1H-indole-2-carbonyl)amino]-3-cyclopropyl-propanoyl] amino]-3-[(3S)-2-oxo-3-piperidyl]propanoate